[6-(fluoromethylsulfonyl)-1H-indol-3-yl]-N-[(3S)-3-piperidyl]-5-(trifluoromethyl)pyrimidin-2-amine FCS(=O)(=O)C1=CC=C2C(=CNC2=C1)C1=NC(=NC=C1C(F)(F)F)N[C@@H]1CNCCC1